1-Ethyl-3-(5-(2-methyl-5-((4-oxo-3,4-dihydrophthalazin-1-yl)methyl)phenyl)-1H-benzoimidazol-2-yl)urea C(C)NC(=O)NC1=NC2=C(N1)C=CC(=C2)C2=C(C=CC(=C2)CC2=NNC(C1=CC=CC=C21)=O)C